C(C)(C)(C)OC(=O)N1CCC(=CC1)C1=NC=C(C=C1)C(NC1=C(C=C(C(=C1)F)C=1CCN(CC1)C(=O)OC(C)(C)C)C)=O 5-[4-(1-tert-butoxycarbonyl-1,2,3,6-tetrahydro-pyridin-4-yl)-5-fluoro-2-methyl-phenylcarbamoyl]-3',6'-dihydro-2'H-[2,4']bipyridinyl-1'-carboxylic acid tert-butyl ester